The molecule is a dialkyl phosphate in which the alkyl group specified is perfluorodecyl. It has a role as an environmental contaminant and a xenobiotic. It is a dialkyl phosphate and an organofluorine compound. C(COP(=O)(O)OCCC(C(C(C(C(C(C(C(F)(F)F)(F)F)(F)F)(F)F)(F)F)(F)F)(F)F)(F)F)C(C(C(C(C(C(C(C(F)(F)F)(F)F)(F)F)(F)F)(F)F)(F)F)(F)F)(F)F